BrCCCCCC=1C(=C(C#N)C(=CC1)F)C1=CC=NN1 (5-bromopentyl)-6-fluoro-2-(1H-pyrazol-5-yl)benzonitrile